lithium 2-methylbutan-2-olate CC(C)(CC)[O-].[Li+]